(1R)-1-phenylethyl N-(5-{1-[4-(1-{[(1-carbamoylcyclopropyl)sulfonyl]carbamoyl} cyclopropyl)phenyl]piperidin-4-yl}-3-methyl-1,2-oxazol-4-yl)carbamate C(N)(=O)C1(CC1)S(=O)(=O)NC(=O)C1(CC1)C1=CC=C(C=C1)N1CCC(CC1)C1=C(C(=NO1)C)NC(O[C@H](C)C1=CC=CC=C1)=O